CN(CCCN(C)C)C N,N,N',N'-tetramethyl-propane-1,3-diamine